6-Chloro-N-[3-(2-chlorophenyl)-1-methyl-1H-pyrazol-5-yl]quinoline-7-carboxamide ClC=1C=C2C=CC=NC2=CC1C(=O)NC1=CC(=NN1C)C1=C(C=CC=C1)Cl